N-((4-(5-amino-4-cyano-1-(3-fluorocyclobutyl)-1H-pyrazol-3-yl)-1-((2-(trimethylsilyl)ethoxy)methyl)-1H-indazol-7-yl)methyl)-5-fluoro-2-methoxybenzamide NC1=C(C(=NN1C1CC(C1)F)C1=C2C=NN(C2=C(C=C1)CNC(C1=C(C=CC(=C1)F)OC)=O)COCC[Si](C)(C)C)C#N